O=C1NC(CCC1N1C(N(C2=C1C=CC(=C2)C2CCN(CC2)CCC2CCN(CC2)C(=O)OC(C)(C)C)C)=O)=O tert-butyl 4-[2-[4-[1-(2,6-dioxo-3-piperidyl)-3-methyl-2-oxo-benzimidazol-5-yl]-1-piperidyl]ethyl]piperidine-1-carboxylate